C(C)OC1=C(O[C@@H](C(=O)N(C)C)C)C=CC(=C1)\C=C\C(=O)C1=CC=C(C=C1)O (2R)-2-[2-Ethoxy-4-[(E)-3-(4-hydroxyphenyl)-3-oxoprop-1-enyl]phenoxy]-N,N-dimethylpropanamide